NCC1(OCCC1O)C1=C(C(=C(C(=C1)C(C)(C)O)F)Cl)F 2-(Aminomethyl)-2-(3-chloro-2,4-difluoro-5-(2-hydroxypropan-2-yl)phenyl)tetrahydrofuran-3-ol